dibutyltin 2-ethylhexanoate C(C)C(C(=O)[O-])CCCC.C(CCC)[Sn+2]CCCC.C(C)C(C(=O)[O-])CCCC